Octanate C(CCCCCCC)(=O)[O-]